N'-[(1S)-1-[(2S,4R)-4-hydroxy-2-[[(1S)-1-[4-(4-Methylthiazol-5-yl)phenyl]ethyl]carbamoyl]pyrrolidine-1-carbonyl]-2,2-dimethyl-propyl]suberamide O[C@@H]1C[C@H](N(C1)C(=O)[C@H](C(C)(C)C)NC(CCCCCCC(=O)N)=O)C(N[C@@H](C)C1=CC=C(C=C1)C1=C(N=CS1)C)=O